N,N-Dimethyldifluoro(m-fluorophenoxy)acetamide CN(C(C(OC1=CC(=CC=C1)F)(F)F)=O)C